The molecule is a hydroxy fatty acyl-CoA that results from the formal condensation of the thiol group of coenzyme A with the carboxy group of 2-hydroxy-3-methylnonanoic acid. It is a hydroxy fatty acyl-CoA, a medium-chain fatty acyl-CoA and a methyl-branched fatty acyl-CoA. It is a conjugate acid of a 2-hydroxy-3-methylnonanoyl-CoA(4-). CCCCCCC(C)C(C(=O)SCCNC(=O)CCNC(=O)[C@@H](C(C)(C)COP(=O)(O)OP(=O)(O)OC[C@@H]1[C@H]([C@H]([C@@H](O1)N2C=NC3=C(N=CN=C32)N)O)OP(=O)(O)O)O)O